(2S,3R,4R,5S)-4-[[3-(3,4-Difluoro-2-methoxy-phenyl)-4-ethyl-5-methyl-5-(trifluoromethyl)tetrahydrofuran-2-carbonyl]amino]pyridin-2-carboxamid FC=1C(=C(C=CC1F)[C@@H]1[C@H](O[C@@]([C@@H]1CC)(C(F)(F)F)C)C(=O)NC1=CC(=NC=C1)C(=O)N)OC